S1C=NC2=C1C=CC(=C2)NC2=C1C(=NC=C2)SC(=C1)[C@@H]1C(N(CC1)CCO)(C)C (S)-2-(3-(4-(benzo[d]thiazol-5-ylamino)thieno[2,3-b]pyridin-2-yl)-2,2-dimethylpyrrolidin-1-yl)ethan-1-ol